2,5-diaminobenzene-1,4-disulfonic acid NC1=C(C=C(C(=C1)S(=O)(=O)O)N)S(=O)(=O)O